2-bromo-7-chlorothieno[3,2-B]pyridine BrC1=CC2=NC=CC(=C2S1)Cl